C(=O)(OC(C)(C)C)NCCC(C(=O)O)C1=CC(=CC=C1)OC1=CC=CC=C1 4-((Boc)amino)-2-(3-phenoxyphenyl)butanoic acid